3-[2-[5-bromo-2-(8-chloro-4-methyl-3,4-dihydroquinazolin-2-yl)phenoxy]ethoxy]cyclobutanecarboxylic acid BrC=1C=CC(=C(OCCOC2CC(C2)C(=O)O)C1)C1=NC2=C(C=CC=C2C(N1)C)Cl